CC1=CC=C(C=C1)C1=COC=C1 3-(4'-methylphenyl)furan